tert-butyl (3-acetamido-4-methoxyphenyl)carbamate C(C)(=O)NC=1C=C(C=CC1OC)NC(OC(C)(C)C)=O